(R)-3-((6-fluoro-2-methylpyridin-3-yl)oxy)-5-methyl-N-(3-(S-methylsulfonimidoyl)phenyl)-6-(trifluoromethyl)pyridazine-4-carboxamide FC1=CC=C(C(=N1)C)OC=1N=NC(=C(C1C(=O)NC1=CC(=CC=C1)[S@@](=O)(=N)C)C)C(F)(F)F